CC1=NN2C(C=CC=C2)=N1 2-methyl-[1,2,4]triazolo[1,5-a]pyridine